FC1=CC=C2C(C(COC2=C1)O)N1C[C@H](OCC1)C 7-fluoro-4-((R)-2-methylmorpholino)chroman-3-ol